C(C)(C)(C)N=[Nb](C1C=CC=C1)(N(C)C)N(C)C (tertiary butyl-imino)bis(dimethylamino)(cyclopentadienyl)niobium